ClC=1C(=NC=CC1S)N1CCS(CC1)(=O)=O 4-(3-Chloro-4-mercaptopyridin-2-yl)thiomorpholine 1,1-dioxide